C1(=CC=CC=2C3=CC=CC=C3CC12)COC(=O)N[C@@H](CC(NC(C1=CC=CC=C1)(C1=CC=CC=C1)C1=CC=CC=C1)=O)C(=O)O N-fluorenylmethyloxycarbonyl-N'-trityl-L-asparagine